CN1C[C@@H](CCC1)NC=1SC2=C(N=C(N=C2)C2=C(C=C(C=C2)C(F)(F)F)O)N1 (R)-2-(2-((1-methylpiperidin-3-yl)amino)thiazolo[4,5-d]pyrimidin-5-yl)-5-(trifluoromethyl)phenol